7-[4-(azetidin-1-yl)piperidin-1-yl]-6-chloro-N-(5-chloro-1-cyclopropyl-1H-pyrazol-4-yl)quinazolin-2-amine N1(CCC1)C1CCN(CC1)C1=C(C=C2C=NC(=NC2=C1)NC=1C=NN(C1Cl)C1CC1)Cl